S(=O)(=O)([O-])[O-].C(CCCCCCC\C=C/CCCCCCCC)C([NH+](CCO)CC)CCCCCCCC\C=C/CCCCCCCC.C(CCCCCCC\C=C/CCCCCCCC)C(CCCCCCCC\C=C/CCCCCCCC)[NH+](CC)CCO dioleylethyl-hydroxyethyl-methyl-ammonium sulfate